(2-((3-(5,5-dimethyl-1,3,2-dioxaborocan-2-yl)phenyl)amino)-2-oxoethyl)acetamide CC1(COB(OCCC1)C=1C=C(C=CC1)NC(CCC(=O)N)=O)C